1-((2R,4R,5R)-4-hydroxy-5-(hydroxymethyl)-5-vinyltetrahydrofuran-2-yl)-5-methylpyrimidine-2,4(1H,3H)-dione O[C@@H]1C[C@@H](O[C@]1(C=C)CO)N1C(NC(C(=C1)C)=O)=O